BrC1=CC(=C2N(C1=O)C(NC2=O)(C)C2=CC(=CC=C2)Cl)C 6-bromo-3-(3-chlorophenyl)-3,8-dimethyl-2H-imidazo[1,5-a]pyridine-1,5-dione